6-(trimethyloxysilyl)-1-hexanethiol CO[Si](CCCCCCS)(OC)OC